O=C1NC(CCC1N1C(C2=CC=C(C(=C2C1)F)CN1CCN(CC1)CCNC(=O)C1=CC2=C(O1)C(C1=CC=CC=C1C2=O)=O)=O)=O N-(2-(4-((2-(2,6-dioxopiperidin-3-yl)-4-fluoro-1-oxoisoindoline-5-yl)methyl)piperazine-1-yl)ethyl)-4,9-dioxo-4,9-dihydronaphtho[2,3-b]furan-2-carboxamide